COC1(CC(C1)(O)C1=CC2=C(N=C(N=C2)C=2C=C3C(=NC2)N(N=N3)C)S1)C trans-3-methoxy-3-methyl-1-(2-(3-methyl-3H-[1,2,3]triazolo[4,5-b]pyridin-6-yl)thieno[2,3-d]pyrimidin-6-yl)cyclobutanol